vanadium-indium [In].[V]